O=C1NC(CCC1N1C(C2=CC=CC(=C2C1)C1=CC=C(CCC=2C(=NC=CC2)C(=O)N)C=C1)=O)=O (4-(2-(2,6-dioxopiperidin-3-yl)-1-oxoisoindolin-4-yl)phenethyl)picolinamide